strontium-tantalum [Ta].[Sr]